(S)-2-((2-(4-cyanophenyl)propyl)amino)-N-(5-(3-oxo-4-(2,2,2-trifluoroEthyl)piperazin-1-yl)pyridin-2-yl)-2-phenylacetamide C(#N)C1=CC=C(C=C1)C(CN[C@H](C(=O)NC1=NC=C(C=C1)N1CC(N(CC1)CC(F)(F)F)=O)C1=CC=CC=C1)C